N1=C(C=CC=C1)C1=CC2=C(CCC=3C=CC(=NC23)C2=C(C=CC=C2)O)C(=C1)C1=CC=C(C=C1)C 2-(9-(pyridin-2-yl)-7-(p-tolyl)-5,6-dihydrobenzo[h]quinolin-2-yl)phenol